Cl.N=1NC=C2C1C=1N(CCC2)N=C2C1CNCC2 2,4,5,6,9,10,11,12-Octahydropyrazolo[3,4-c]pyrido[4',3':3,4]pyrazolo[1,5-a]azepine Hydrochloride